platinum (0) 1,3-divinyl-tetramethyldisiloxane C(=C)[Si](O[Si](C=C)(C)C)(C)C.[Pt]